CC1=CC=C(CCOO)C=C1 4-methyl-phenethyl hydroperoxide